C(CCCCCC(=O)OCC(=C)[C@H]1C[C@H]([C@@](CC1)(C=C)C)C(=C)C)(=O)OC1=CC=C(C=C1)SCN (4-aminomethylthiophenyl) 7-(2-((1R,3S,4S)-4-methyl-3-(prop-1-en-2-yl)-4-vinylcyclohexyl) allyl) pimelate